BrC1=C(C(=NC=C1)C=1N=NC(=CC1)Cl)O bromo-2-(6-chloropyridazin-3-yl)pyridin-3-ol